5-(furan-2-yl)isophthalic acid O1C(=CC=C1)C=1C=C(C=C(C(=O)O)C1)C(=O)O